3-fluoro-2-hydroxy-5-(4,4,5,5-tetramethyl-1,3,2-dioxaborolan-2-yl)benzaldehyde FC=1C(=C(C=O)C=C(C1)B1OC(C(O1)(C)C)(C)C)O